3,3-dimethyl-5-(5-(2-(4-methylpiperazin-1-yl)pyridin-4-yl)-1H-pyrrolo[2,3-b]pyridin-3-yl)isoindolin-1-one CC1(NC(C2=CC=C(C=C12)C1=CNC2=NC=C(C=C21)C2=CC(=NC=C2)N2CCN(CC2)C)=O)C